C(C)P(CCN)CC 2-(diethylphosphino)ethylamine